NC1=NC=CC=C1C1=NC=2C(=NC(=CC2)C2=NC=CC=C2)N1C1=CC=C(C=C1)CO (4-(2-(2-Aminopyridin-3-yl)-5-(pyridin-2-yl)-3H-imidazo[4,5-b]pyridin-3-yl)phenyl)methanol